(R)-5-(8-Methoxy-[1,2,4]triazolo[1,5-a]pyridin-6-yl)-1-(1-neopentylpiperidin-3-yl)-6-(trifluoromethyl)-1,3-dihydro-2H-benzo[d]imidazol-2-on COC=1C=2N(C=C(C1)C1=CC3=C(N(C(N3)=O)[C@H]3CN(CCC3)CC(C)(C)C)C=C1C(F)(F)F)N=CN2